NCCCNC(OC1CC\C=C\CCC1)=O [(4E)-cyclooct-4-en-1-yl] N-(3-aminopropyl)carbamate